4-methyl-5-((7-methyl-9-(tetrahydro-2H-pyran-4-yl)-8-thioxo-8,9-dihydro-7H-purin-2-yl)amino)picolinamide CC1=CC(=NC=C1NC1=NC=C2N(C(N(C2=N1)C1CCOCC1)=S)C)C(=O)N